CC1CCC(=NC1)C=1C=C2C=CNC2=CC1 5-(5-methyl-3,4,5,6-tetrahydropyridin-2-yl)-1H-Indole